3-{4-[2-(2-ethoxyethoxy)ethoxy]phenyl}-2-(1,4,7,10-tetraazacyclododecane-1-yl)propionic acid tert-butyl ester C(C)(C)(C)OC(C(CC1=CC=C(C=C1)OCCOCCOCC)N1CCNCCNCCNCC1)=O